(S)-2-(1-(1,4-diazepan-1-yl)butyl)-6-bromo-3-ethyl-7-fluoroquinazolin-4(3H)-one N1(CCNCCC1)[C@@H](CCC)C1=NC2=CC(=C(C=C2C(N1CC)=O)Br)F